2-oxo-1-(3-phenylprop-2-yn-1-yl)-1,2-dihydropyridine-4-carbohydrazide O=C1N(C=CC(=C1)C(=O)NN)CC#CC1=CC=CC=C1